5-fluoro-2,4-dimethylbenzo[d]isothiazol-3(2H)-one-1-oxide FC=1C=CC2=C(C(N(S2=O)C)=O)C1C